8-(6-tert-butylpyridin-3-yl)-3,3-difluoro-6-oxo-2H,3H,4H,6H-pyrimido[2,1-b][1,3]thiazine-7-carbonitrile C(C)(C)(C)C1=CC=C(C=N1)C=1N=C2SCC(CN2C(C1C#N)=O)(F)F